C[C@@H]1NC(CC=2C3=CC=CC=C3NC12)C(=O)O (S)-1-methyl-1,2,3,4-tetrahydro-beta-carboline-3-carboxylic acid